S(N)(OC[C@@H]1[C@H](C[C@@H](C1)NC1=NC=NC=C1C(=O)C=1SC=C(C1)CC1=CC(=CC=C1)SC)O)(=O)=O [(1R,2S,4R)-2-hydroxy-4-{[5-({4-[3-(methylsulfanyl)benzyl]-2-thienyl} carbonyl)pyrimidin-4-yl]amino}cyclopentyl]methyl sulfamate